C(C)C1=C(C=CC(=C1)F)NC1=C(C(=O)NC=2C(=NC(=CC2)OC)C)C=C(C=C1)F 2-((2-ethyl-4-fluorophenyl)amino)-5-fluoro-N-(6-methoxy-2-methylpyridin-3-yl)benzamide